trifluoromethyl-methyl ketone FC(F)(F)C(=O)C